4-benzoyloxy-2,2,6,6-tetramethyl-piperidine butyl-1-(4-((tert-butyldiphenylsilyl)oxy)-2-methylbutan-2-yl)-5-hydroxy-1H-pyrazole-4-carboxylate C(CCC)OC(=O)C=1C=NN(C1O)C(C)(CCO[Si](C1=CC=CC=C1)(C1=CC=CC=C1)C(C)(C)C)C.C(C1=CC=CC=C1)(=O)OC1CC(NC(C1)(C)C)(C)C